4-(4-dibenzofuranyl)phenyl-N-phenylamine C1=CC=C(C=2OC3=C(C21)C=CC=C3)C3=CC=C(C=C3)NC3=CC=CC=C3